ClC=1C=C(C=C(C1)NS(=O)(=O)C)NC(=O)C1=CC(=C(S1)C)C1=NC=C(C=C1OCC=1C=C(C=C(C1)F)P(OC)(OC)=O)F dimethyl (3-(((2-(5-((3-chloro-5-(methylsulfonamido)phenyl)carbamoyl)-2-methylthiophen-3-yl)-5-fluoropyridin-3-yl)oxy)methyl)-5-fluorophenyl)phosphonate